C(C)(C)C=1C=C(C=CC1OC1=NC=NC2=CC=CC=C12)N1C(N(CC1=O)C=1C=NC=C(C1)C(F)(F)F)=O 3-[3-isopropyl-4-(4-quinazolinyloxy)phenyl]-1-[5-(trifluoromethyl)-3-pyridinyl]-2,4-imidazolidinedione